ethyl 3-oxo-1,2-dihydropyrazole-4-carboxylate O=C1NNC=C1C(=O)OCC